(bis-2-propenylmethyl)butoxide C(C=C)C(CC=C)C([O-])CCC